6-chloro-8-fluoro-7-(3-(methoxymethoxy)naphthalen-1-yl)-2-(((S)-1-methylpyrrolidin-2-yl)methoxy)quinazolin-4-ol ClC=1C=C2C(=NC(=NC2=C(C1C1=CC(=CC2=CC=CC=C12)OCOC)F)OC[C@H]1N(CCC1)C)O